FC1(CC2(C1)CC(N(CC2)CC2=C1C=CNC1=C(C=C2OC)C)C2=CC=C(C(=O)NCC(F)(F)F)C=C2)F 4-(2,2-difluoro-7-((5-methoxy-7-methyl-1H-indol-4-yl)methyl)-7-azaspiro[3.5]nonan-6-yl)-N-(2,2,2-trifluoroethyl)benzamide